C(N)(OC1(CCCCC1)C(C(=O)C1=CC=C(C=C1)OC)C1=CC=C(C=C1)OC)=O 1,2-bis(4-methoxyphenyl)-2-oxoethylcyclohexyl carbamate